2-ethyl-hexyl 1,1,3,3-tetramethyl-butyl ether CC(CC(C)(C)C)(C)OCC(CCCC)CC